BrC1=NC=CC(=C1I)N 2-bromo-3-iodopyridin-4-amine